1-(4-fluoro-2-methylphenyl)-3-(2-methoxy-3-methylpyridin-4-yl)-7-(trifluoromethyl)-2,3-dihydroquinazolin-4(1H)-one FC1=CC(=C(C=C1)N1CN(C(C2=CC=C(C=C12)C(F)(F)F)=O)C1=C(C(=NC=C1)OC)C)C